CSC=1SCCN1 2-(Methylthio)-2-thiazoline